OC(C)(C)C1CCC(CC1)NC(=O)C=1C2=C(N=C(N1)N1C=NC=C1)C=C(N2)C N-((1r,4r)-4-(2-hydroxypropan-2-yl)cyclohexyl)-2-(1H-imidazol-1-yl)-6-methyl-5H-pyrrolo[3,2-d]pyrimidine-4-carboxamide